2,4-DIBROMO-6-(TRIFLUOROMETHYL)-PHENYLISOCYANIDE BrC1=C(C(=CC(=C1)Br)C(F)(F)F)[N+]#[C-]